NC=1C(NC2=CC(=CN=C2C1C1=C2C=NN(C2=CC(=C1)F)C1OCCCC1)Cl)=O 3-Amino-7-chloro-4-(6-fluoro-1-tetrahydropyran-2-yl-indazol-4-yl)-1H-1,5-naphthyridin-2-one